4-(3-(6-(4-methylpiperazin-1-yl)-4-nitro-1H-indazol-1-yl)propyl)morpholine CN1CCN(CC1)C1=CC(=C2C=NN(C2=C1)CCCN1CCOCC1)[N+](=O)[O-]